6-[(7R,8aS)-7-[2,3-dichloro-6-(prop-2-en-1-yloxy)phenyl]-4-oxo-hexahydropyrrolo[1,2-a]pyrazin-2-yl]pyridine-3-carboxylic acid ClC1=C(C(=CC=C1Cl)OCC=C)[C@H]1C[C@@H]2N(C(CN(C2)C2=CC=C(C=N2)C(=O)O)=O)C1